2-(2-(diethylamino)ethylamino)-4-(1-indolyl)pyrimidine C(C)N(CCNC1=NC=CC(=N1)N1C=CC2=CC=CC=C12)CC